C(C)(C)(C)OC(=O)[C@@H]1[C@@](C1)(C)CCCCCO[Si](C1=CC=CC=C1)(C1=CC=CC=C1)C(C)(C)C |r| racemic-(1S,2S)-2-(5-((tert-butyldiphenylsilyl)oxy)pentyl)-2-methylcyclopropane-1-carboxylic acid tert-butyl ester